1,3-Octandiol C(CC(CCCCC)O)O